O=C1C(=C(CC1)O)CCCCC oxo-amyl-cyclopentenol